2,2'-{propane-2,2-diylbis[(4,1-phenylene)oxyethane-2,1-diyloxy[1,1'-binaphthalene]-2',2-diyloxy]}di(ethan-1-ol) CC(C)(C1=CC=C(C=C1)OCCOC1=C(C2=CC=CC=C2C=C1)C1=C(C=CC2=CC=CC=C12)OCCO)C1=CC=C(C=C1)OCCOC1=C(C2=CC=CC=C2C=C1)C1=C(C=CC2=CC=CC=C12)OCCO